C(CCCCCCC)C1=C(C(=O)[O-])C=C(C(=C1O)O)O OCTYLGALLAT